C=C(C)C1=CC(NC=N1)=O 6-(prop-1-en-2-yl)pyrimidin-4(3H)-one